C(C)OC(=O)[C@H]1N([C@H]1C1CC1)S(=O)C(C)(C)C (2S,3S)-1-(tert-butylsulfinyl)-3-cyclopropylaziridine-2-carboxylic acid ethyl ester